N-ethyl-N-octylurea C(C)N(C(=O)N)CCCCCCCC